2,2-bis((methacryloyloxy) methyl)propane-1,3-diyl bis(2-methylacrylate) CC(C(=O)OCC(COC(C(=C)C)=O)(COC(C(=C)C)=O)COC(C(=C)C)=O)=C